(E)-2-(4-methoxybenzylidene)-2,3-dihydropyrrolizine-1-one COC1=CC=C(\C=C/2\C(C3=CC=CN3C2)=O)C=C1